3-methyl-5-phenyl-1,2,3,6-tetrahydropyridine CC1CNCC(=C1)C1=CC=CC=C1